2-methoxy-3,5-dimethylisonicotinic acid COC=1C(=C(C(=O)O)C(=CN1)C)C